ClC=1C=C(C=CC1)C1=NN2C(CN(CC2)C(C=C)=O)=C1C1=C2C(=NC=C1)NC=C2C 1-[2-(3-chlorophenyl)-3-(3-methyl-1H-pyrrolo[2,3-b]pyridin-4-yl)-6,7-dihydropyrazolo[1,5-a]pyrazin-5(4H)-yl]prop-2-en-1-one